dodecyl-dimethyl-benzyl chloride ammonium chloride [Cl-].[NH4+].C(CCCCCCCCCCC)C1=C(C(C)(C)Cl)C=CC=C1